[N+]1(=CC=CC=2C3CCC(C12)O3)[O-] 5,6,7,8-tetrahydro-5,8-epoxyquinoline 1-oxide